FC1=C2C=CNC2=CC(=C1OC=1C=CC(=C(C1)C=1NC=C(N1)[C@@]1(CCOC2=C(C=CC=C12)CC(=O)O)C)F)F 2-[(4R)-4-[2-[5-[(4,6-difluoro-1H-indol-5-yl)oxy]-2-fluoro-phenyl]-1H-imidazol-4-yl]-4-methyl-chroman-8-yl]acetic acid